FC1(CN(C1)C=1C=2N(N=C(C1)C=1C(NC(NC1)=O)=O)C=CN2)F 5-(8-(3,3-difluoroazetidin-1-yl)imidazo[1,2-b]pyridazin-6-yl)pyrimidine-2,4(1H,3H)-dione